N2-(azetidin-3-yl)-N-((2-(trifluoromethyl)pyridin-3-yl)methyl)pyrido[2,3-d]pyrimidine-2,4-diamine N1CC(C1)N(C=1N=C(C2=C(N1)N=CC=C2)N)CC=2C(=NC=CC2)C(F)(F)F